(R)-8-chloro-5-((2-(3-(6-fluoro-[1,2,4]triazolo[4,3-a]pyridin-7-yl)propyl)-2-azaspiro[3.3]heptan-6-yl)(oxetan-3-yl)methyl)-2-methylphthalazin-1(2H)-one ClC=1C=CC(=C2C=NN(C(C12)=O)C)[C@@H](C1COC1)C1CC2(CN(C2)CCCC2=CC=3N(C=C2F)C=NN3)C1